N1(N=NN=C1)C1=CC=C(C(=O)O)C=C1 4-(1H-tetrazolyl)benzoic acid